3-chloro-5-{2-[(2R,4S)-4-{[4-(3-methylsulfonylpropanesulfonyl)phenoxy]methyl}-2-methylpyrrolidin-1-yl]ethyl}benzonitrile ClC=1C=C(C#N)C=C(C1)CCN1[C@@H](C[C@@H](C1)COC1=CC=C(C=C1)S(=O)(=O)CCCS(=O)(=O)C)C